l-alanine 2,2-dimethylbutyl ester hydrochloride Cl.CC(COC([C@@H](N)C)=O)(CC)C